The molecule is a dihydroxyflavanon that is (2S)-flavanone substituted by hydroxy groups at positions 2 and 7, a methoxy group at position 5 and methyl groups at positions 6 and 8. Isolated from the buds of Cleistocalyx operculatus, it has been shown to exhibit inhibitory effects on the viral neuraminidases from two influenza viral strains, H1N1 and H9N2. It has a role as a plant metabolite and an EC 3.2.1.18 (exo-alpha-sialidase) inhibitor. It is a dihydroxyflavanone, a monomethoxyflavanone and a member of 2-hydroxyflavanones. It derives from a (2S)-flavanone. CC1=C(C(=C(C2=C1O[C@@](CC2=O)(C3=CC=CC=C3)O)OC)C)O